(S)-8-(ethylamino)-1-methyl-4-(3-(3-(methylamino)-1-(thiophen-2-yl)propoxy)phenyl)-1,2,3,4-tetrahydro-5H-pyrido[2,3-e][1,4]diazepin-5-one C(C)NC=1C=CC2=C(N(CCN(C2=O)C2=CC(=CC=C2)O[C@@H](CCNC)C=2SC=CC2)C)N1